3-(diallyl-amino)-2-hydroxypropane C(C=C)N(CC(C)O)CC=C